2-tetrahydropyran-2-yl-4-(4,4,5,5-tetramethyl-1,3,2-dioxaborolan-2-yl)triazole O1C(CCCC1)N1N=CC(=N1)B1OC(C(O1)(C)C)(C)C